4-{3-[(S)-(1-tert-Butoxycarbonyl-3-methyl-azetidin-3-yl)-hydroxy-(4-isopropyl-phenyl)-methyl]-phenyl}-piperazine-1-carboxylic acid benzyl ester C(C1=CC=CC=C1)OC(=O)N1CCN(CC1)C1=CC(=CC=C1)[C@](C1=CC=C(C=C1)C(C)C)(O)C1(CN(C1)C(=O)OC(C)(C)C)C